OC1C2=CC=CC=C2OC=2C=CC=CC12 9-Hydroxy-xanthen